Tert-butyl 4-(6-(1-((3-bromo-1-((2-(trimethylsilyl)ethoxy)methyl)-1H-pyrrolo[2,3-b]pyridin-4-yl)amino)ethyl)pyridin-2-yl)piperazine-1-carboxylate BrC1=CN(C2=NC=CC(=C21)NC(C)C2=CC=CC(=N2)N2CCN(CC2)C(=O)OC(C)(C)C)COCC[Si](C)(C)C